C(CCCC)OC[C@@H](O)COP(=O)([O-])OCC[N+](C)(C)C 1-pentyl-sn-glycero-3-phosphocholine